(R)-N-(1-(6-((4-chlorophenyl)amino)-2-morpholinopyrimidin-4-yl)ethyl)-5-cyclopropylisoxazole-3-carboxamide ClC1=CC=C(C=C1)NC1=CC(=NC(=N1)N1CCOCC1)[C@@H](C)NC(=O)C1=NOC(=C1)C1CC1